2-(2-(((3'-chloro-4'-fluoro-[1,1'-biphenyl]-2-yl)carbamoyl)oxy)ethyl)-1-(2-ethoxy-2-oxoethyl)-1-methylpyrrolidin-1-ium bromide [Br-].ClC=1C=C(C=CC1F)C1=C(C=CC=C1)NC(=O)OCCC1[N+](CCC1)(C)CC(=O)OCC